COC([C@H]([C@H](O)C1=C(C=C(C=C1)Cl)Cl)O)=O (2s,3r)-methyl-3-(2,4-dichlorophenyl)-2,3-dihydroxypropionate